C(ONC(=O)C1=C(N=C(S1)C(=O)N)C(=O)NC1=C(C(=C(C(=C1F)F)C1=CC(=CC=C1)OC([2H])([2H])[2H])F)F)([2H])([2H])[2H] N5-(Methoxy-d3)-N4-(2,3,5,6-tetrafluoro-3'-(methoxy-d3)-[1,1'-biphenyl]-4-yl)thiazole-2,4,5-tricarboxamide